pyrrolopyrrolyl-isoquinoline N1=C(C=C2C1=CC=N2)C2=NC=CC1=CC=CC=C21